C1(CC1)S(=O)(=O)N1N=CC(=C1)C1=NC=CC(=N1)N 2-(1-(cyclopropanesulfonyl)-1H-pyrazol-4-yl)-4-aminopyrimidine